ClC1=C(C=CC(=C1)F)CC(=O)N1C[C@@H](CC[C@@H]1C)C(=O)N (3R,6S)-1-(2-(2-chloro-4-fluorophenyl)acetyl)-6-methylpiperidine-3-carboxamide